CC1CNC2=CC3=C(C=C2N1C(=O)OC(C)(C)C)OCC[C@H]1N(C3)C(CN(C1)C(=O)OC(C)(C)C)=O di-tert-butyl (4aR)-10-methyl-l-1-oxo-1,2,4,4a,5,6,11,12-octahydro-3H,10H-pyrazino[1',2':5,6][1,5]oxazocino[2,3-g]quinoxaline-3,9(14H)-dicarboxylate